tert-butyl 8,8-difluoro-2-(6-methyl-2-((1-(methylsulfonyl)piperidin-4-yl)amino)pyrido[3,4-d]pyrimidin-8-yl)-6-azaspiro[3.4]octane-6-carboxylate FC1(CN(CC12CC(C2)C2=NC(=CC1=C2N=C(N=C1)NC1CCN(CC1)S(=O)(=O)C)C)C(=O)OC(C)(C)C)F